ClC=1C(=NC2=CC(=C(N=C2C1N[C@H](C)C1=CC(=CC=C1)Cl)C=1C=NC(=CC1)P(=O)(C)C)F)C 3-chloro-N-[(1R)-1-(3-chlorophenyl)ethyl]-6-[6-(dimethylphosphoryl)pyridin-3-yl]-7-fluoro-2-methyl-1,5-naphthyridin-4-amine